ClC=1C=CC(=C(C1)C1=CC(N(C=C1OC)C(C(=O)OC(C)(C)C)CCOC)=O)C=1C=NN(C1)C(F)F tert-Butyl 2-[4-{5-chloro-2-[1-(difluoromethyl)-1H-pyrazol-4-yl]phenyl}-5-methoxy-2-oxopyridin-1(2H)-yl]-4-methoxybutanoate